Cl.BrC=1C=NN2C1N=C(N=C2NCC2=NC1=C(N2)C=CC=C1F)SC 8-bromo-N-[(4-fluoro-1H-benzimidazol-2-yl)methyl]-2-(methylsulfanyl)pyrazolo[1,5-a][1,3,5]triazin-4-amine hydrogen chloride